BrC=1C=C(C=NC1)[C@@](C(=O)[O-])([C@@H](C1=CC=CC=C1)O[Si](C)(C)C(C)(C)C)C |r| (±)-(2R,3R)-2-(5-bromopyridin-3-yl)-3-(tert-butyldimethylsilyloxy)-2-methyl-3-phenylpropanoate